[C@H]12OCC[C@@H]2C[C@H]1NC(=O)C=1C=NN2C1N=C(C=C2NC([2H])([2H])[2H])NC=2C(N(C=CC2)C2CC(C2)OC([2H])([2H])[2H])=O N-((1R,5S,7R)-2-oxabicyclo[3.2.0]heptan-7-yl)-5-((1-((1r,3r)-3-(methoxy-d3)cyclobutyl)-2-oxo-1,2-dihydropyridin-3-yl)amino)-7-((methyl-d3)amino)pyrazolo[1,5-a]pyrimidine-3-carboxamide